6-bromo-8-nitro-3,4-dihydroquinolin-2(1H)-one BrC=1C=C2CCC(NC2=C(C1)[N+](=O)[O-])=O